4-(2-aminoethyl)-1-carboxymethyl-piperazine NCCN1CCN(CC1)CC(=O)O